C(C)OC=1C=C(C=C2C(=NN(C12)C)CO)C(=O)O 7-ethoxy-3-(hydroxymethyl)-1-methyl-1H-indazole-5-carboxylic acid